5-((5-(2-(((1s,4s)-4-aminocyclohexyl)oxy)phenyl)-1H-pyrazol-3-yl)amino)pyrazine-2-carbonitrile NC1CCC(CC1)OC1=C(C=CC=C1)C1=CC(=NN1)NC=1N=CC(=NC1)C#N